OC=1C=C(C=CC1OC)C1OC2=C(S1)C=CC=C2 2-(3-hydroxy-4-methoxyphenyl)-1,3-benzoxathiole